2-acetyl-N-[(3S)-1-azabicyclo[2.2.2]octan-3-yl]-1H,3H,4H-pyrazino[1,2-a]indole-10-carboxamide formate C(=O)O.C(C)(=O)N1CC=2N(C=3C=CC=CC3C2C(=O)N[C@@H]2CN3CCC2CC3)CC1